C1NCCC2C1=C1C=CC(C2)N1C(=O)N hexahydro-2H-6,9-epiminocyclohepta[c]pyridine-10-carboxamide